C(C)(C)(C)OC(N(CC=1OC(=CC1)CO)[C@H]1[C@@H](C1)C1=CC(=C(C=C1)F)F)=O ((1R,2S)-2-(3,4-difluorophenyl)cyclopropyl)((5-(hydroxymethyl)furan-2-yl)methyl)carbamic acid tert-butyl ester